Cl.N1=CC=C(C=C1)CCCOC=1C=C2C(NC(=NC2=CC1)C1=CC2=C(C=N1)C=CS2)=O 6-(3-pyridin-4-yl-propoxy)-2-thieno[3,2-c]pyridin-6-yl-3H-quinazolin-4-one hydrochloride